(S)-4-cycloheptyloxazolidine-2,5-dione C1(CCCCCC1)[C@@H]1NC(OC1=O)=O